FC=1C(=C(C=CC1)NC1=C(NC2=C1C(NCC2)=O)C2=NC(=NC=C2)S(=O)C)OC 3-[(3-fluoro-2-methoxyphenyl)amino]-2-(2-methanesulfinylpyrimidin-4-yl)-1H,5H,6H,7H-pyrrolo[3,2-c]pyridin-4-one